N-(1-methyl-3-(6-(methylsulfonyl)-[1,3]dioxolo[4,5-c]pyridin-4-yl)-1H-pyrrolo[2,3-c]pyridin-5-yl)acetamide CN1C=C(C=2C1=CN=C(C2)NC(C)=O)C2=NC(=CC1=C2OCO1)S(=O)(=O)C